(dibenzoselenophenyl)(diphenyltriazinyl)terbenzene Ethyl-3-((2-(1-(tert-butoxycarbonyl)pyrrolidin-2-yl)-4-chlorobenzyl)amino)-1H-pyrrole-2-carboxylate C(C)OC(=O)C=1NC=CC1NCC1=C(C=C(C=C1)Cl)C1N(CCC1)C(=O)OC(C)(C)C.C1(=CC=CC=2[Se]C3=C(C21)C=CC=C3)C=3C(=C(C=CC3)C=3C(=CC=CC3)C3=CC=CC=C3)C3=NN=NC(=C3C3=CC=CC=C3)C3=CC=CC=C3